3-ethyl-2-(2-methylpyridin-4-yl)-1H-indole-5-carbonitrile C(C)C1=C(NC2=CC=C(C=C12)C#N)C1=CC(=NC=C1)C